C(C=C)(=O)OCC(OC1=CC=CC=C1)CCC1=CC=C(C=C1)CCC 2-(p-propylphenyl)-ethyl-phenoxyethyl acrylate